(2s,3r)-3-methylglutamic acid C[C@@H]([C@H](N)C(=O)O)CC(=O)O